tert-butyl ((5R,6R)-9-chloro-8-fluoro-6-methyl-5,6-dihydro-4H-pyrrolo[3,2,1-ij]quinolin-5-yl)(methyl)carbamate ClC1=C(C=C2[C@H]([C@H](CN3C2=C1C=C3)N(C(OC(C)(C)C)=O)C)C)F